CN([C@@H]1[C@H]([C@@H](O[C@@H](C1)C)O[C@H]1[C@](C[C@H](CN([C@H](COCC(C[C@H]1C)(C)C)C1CCNCC1)C)C)(C)OC)O)C (3S,6R,8R,9R,10R)-9-(((2S,3R,4S,6R)-4-(dimethylamino)-3-hydroxy-6-methyltetrahydro-2H-pyran-2-yl)oxy)-8-methoxy-4,6,8,10,12,12-hexamethyl-3-(piperidin-4-yl)-1-oxa-4-azacyclotridecane